3-[(4-methoxyphenyl)methyl]-1-[4-(4-piperidyl)phenyl]hexahydro-pyrimidine-2,4-dione COC1=CC=C(C=C1)CN1C(N(CCC1=O)C1=CC=C(C=C1)C1CCNCC1)=O